bis-hydroxymethylfuran OCC1=C(OC=C1)CO